ClC1=CC=C2C(=CNC2=C1N1N=CN=C1)S(=O)(=O)NC1=NC(=C(C(=N1)OC)CC(F)F)OC 6-chloro-N-[5-(2,2-difluoroethyl)-4,6-dimethoxy-pyrimidin-2-yl]-7-(1,2,4-triazol-1-yl)-1H-indole-3-sulfonamide